OC(CN(CC[C@@H](C(=O)O)NC1=NC=NC=C1)CCCCC1=NC=2NCCCC2C=C1)(C)C (S)-4-((2-hydroxy-2-methylpropyl)(4-(5,6,7,8-tetrahydro-1,8-naphthyridin-2-yl)butyl)amino)-2-(pyrimidin-4-ylamino)butanoic acid